OC[C@H](CC(C)C)NC(OC1CCC1)=O Cyclobutyl (S)-(1-hydroxy-4-methylpentan-2-yl)carbamate